O1[C@H](COC2=C1C=CC=C2)C2=CC=C(CN1CCC(CCC1)C(=O)O)C=C2 1-[(S)-4-(2,3-Dihydro-benzo[1,4]dioxin-2-yl)-benzyl]-azepane-4-carboxylic acid